5-(2-(3-(Piperidin-1-yl)propyl)-1H-pyrrolo[2,3-b]pyridin-4-yl)-1H-indazol-3-amine N1(CCCCC1)CCCC1=CC=2C(=NC=CC2C=2C=C3C(=NNC3=CC2)N)N1